FC(OC1=C(C=CC(=C1)F)C1=NC=CC2=C1CN(C2=O)C2=CC=C(C=C2)F)F 4-[2-(difluoromethoxy)-4-fluorophenyl]-2-(4-fluorophenyl)-2,3-dihydro-1H-pyrrolo[3,4-c]pyridin-1-one